(S)-N-((S)-1-(5-cyano-3-fluoropyridin-2-yl)ethyl)-2-(2,4-dioxo-1,4-dihydroquinazolin-3(2H)-yl)-4-methylpentanamide C(#N)C=1C=C(C(=NC1)[C@H](C)NC([C@H](CC(C)C)N1C(NC2=CC=CC=C2C1=O)=O)=O)F